FC(C(C)(O)C)(CC[C@@H](C)[C@H]1CC[C@H]2/C(/CCC[C@]12C)=C/CN1N=C(N=N1)C1=CC(=CC=C1)C)F (6R)-3,3-difluoro-6-[(1R,3aS,7aR,E)-4-{2-[5-(3-methylphenyl)-2H-tetrazol-2-yl]ethylidene}-7a-methyloctahydro-1H-inden-1-yl]-2-methylheptan-2-ol